CC1=CC(=NN1)NC=1C2=C(N=C(N1)NC1CC3CCCC(C1)N3CCC#N)SC(=C2)SC=2C=NC=CC2 3-((3-exo)-3-((4-((5-methyl-1H-pyrazol-3-yl)amino)-6-(pyridin-3-ylthio)thieno[2,3-d]pyrimidin-2-yl)amino)-9-azabicyclo[3.3.1]nonan-9-yl)propionitrile